C[C@H]1N([C@H](CC1)C)C1=NC(=CC=C1C(=O)NS(=O)(=O)C=1C(NC=CC1)=O)C1=CC(=CC(=C1)F)OCC 2-[(2R,5S)-2,5-Dimethylpyrrolidin-1-yl]-6-(3-ethoxy-5-fluorophenyl)-N-[(2-oxo-1H-pyridin-3-yl)sulfonyl]pyridin-3-carboxamid